O1CC(C1)OC1=C(C=C(C#N)C=C1)B1OC(C(O1)(C)C)(C)C 4-(oxetan-3-yloxy)-3-(4,4,5,5-tetramethyl-1,3,2-dioxaborolan-2-yl)benzonitrile